N1(CCC1)C(=O)N Azetidinamide